CSC1=NC=CC(=N1)O 2-Methylthio-4-pyrimidinol